Tert-butyl 4-(4-chloro-3-fluorophenyl)piperidine-1-carboxylate ClC1=C(C=C(C=C1)C1CCN(CC1)C(=O)OC(C)(C)C)F